COC1=CC=C(C=C1)NC1=CC(=NC2=C3C(=CC=C12)C=CC=C3)CNC3=CC=CC1=CC=CC=C31 N-(4-methoxyphenyl)-2-((naphthalen-1-ylamino)methyl)benzo[h]quinolin-4-amine